neodymium (2-ethylhexyl) (butylphosphonate) C(CCC)P(OCC(CCCC)CC)([O-])=O.[Nd+3].C(C)C(COP([O-])(=O)CCCC)CCCC.C(C)C(COP([O-])(=O)CCCC)CCCC